C([C@@H]1[C@H]([C@@H]([C@H]([C@H](O1)O[C@@H](CC(=O)O)C(=O)O)N)O)O)O The molecule is a D-glucosaminide having (S)-malyl as the anomeric substituent and alpha-configuration at the anomeric centre. It is a D-glucosaminide and a monosaccharide derivative. It derives from a (S)-malic acid.